(S)-4-(2-(((R)-2-(3-Fluorophenyl)-2-hydroxyethyl)amino)-2-methyl-propyl)-1-methylpiperidin-2-one FC=1C=C(C=CC1)[C@H](CNC(C[C@H]1CC(N(CC1)C)=O)(C)C)O